6-((5-Chloro-3-(2,2-difluoroethoxy)pyridin-2-yl)methoxy)-N-(4-methyl-1,1-dioxidotetrahydro-2H-thiopyran-4-yl)imidazo[1,2-b]pyridazine-2-carboxamide ClC=1C=C(C(=NC1)COC=1C=CC=2N(N1)C=C(N2)C(=O)NC2(CCS(CC2)(=O)=O)C)OCC(F)F